C(C)O/N=C/C1=CC(=C(C=C1)Br)C ethyl-(E)-N-[(4-bromo-3-methylphenyl)methylidene]hydroxylamine